7-Chloro-2-methyl-5-(2-methylpyridin-3-yl)imidazo[1,2-a]quinoxalin-4(5H)-one ClC=1C=C2N(C(C=3N(C2=CC1)C=C(N3)C)=O)C=3C(=NC=CC3)C